C(=O)(O)C1=CC=C(C=C1)C(C)(C)C1=CC=C(C=C1)C(=O)O 2,2-bis(p-carboxyphenyl)propane